Vanillin isobutyrate ((4-formyl-2-methoxyphenyl)2-methylpropanoate) C(=O)C1=CC(=C(C=C1)C(C(=O)O)(C)C)OC.C(C(C)C)(=O)O.O=CC1=CC(OC)=C(O)C=C1